4-(4-cyclopropyl-1H-imidazol-1-yl)-N-(6-(4-isopropyl-4H-1,2,4-triazol-3-yl)pyridin-2-yl)-5-(4-methoxypiperidin-1-yl)thiophene-2-carboxamide C1(CC1)C=1N=CN(C1)C=1C=C(SC1N1CCC(CC1)OC)C(=O)NC1=NC(=CC=C1)C1=NN=CN1C(C)C